C(C)(=O)OCCCCCCCC\C=C/C=C/CC (Z,E)-9,11-Tetradecadienyl acetate